2-(4-(4-(5,6,7,8-tetrahydro-1,8-naphthyridin-2-yl)butyrylamino)piperidin-1-yl)acetic acid N1=C(C=CC=2CCCNC12)CCCC(=O)NC1CCN(CC1)CC(=O)O